1-((1s,3s)-3-((5-(3-fluoroimidazo[1,2-a]pyridin-6-yl)-4-methoxy-7H-pyrrolo[2,3-d]pyrimidin-2-yl)amino)-1-methylcyclobutyl)pyrrolidin-2-one FC1=CN=C2N1C=C(C=C2)C2=CNC=1N=C(N=C(C12)OC)NC1CC(C1)(C)N1C(CCC1)=O